(2R,3R,4S,5R,6R)-2-(hydroxymethyl)-6-((4-(2-hydroxypropan-2-yl)-1H-1,2,3-triazol-1-yl)methyl)-5-methoxy-4-(4-(3,4,5-trifluorophenyl)-1H-1,2,3-triazol-1-yl)tetrahydro-2H-pyran-3-ol OC[C@H]1O[C@@H]([C@@H]([C@H]([C@H]1O)N1N=NC(=C1)C1=CC(=C(C(=C1)F)F)F)OC)CN1N=NC(=C1)C(C)(C)O